N1=CC=C(C=C1)C(C)N 1-(Pyridin-4-yl)ethane-1-amine